4-(methylthio)pyridazine-3-carboxamide tert-Butyl-8-((S)-2-(methoxycarbonyl)propyl-3,3,3-d3)-4-(methyl-d3)chromane-4-carboxylate C(C)(C)(C)OC(=O)C1(CCOC2=C(C=CC=C12)C[C@H](C([2H])([2H])[2H])C(=O)OC)C([2H])([2H])[2H].CSC1=C(N=NC=C1)C(=O)N